(S)-N-(5-(2-(2-aminopyridin-3-yl)-5-(1H-pyrazol-1-yl)-3H-imidazo[4,5-b]pyridin-3-yl)-2,3-dihydro-1H-inden-1-yl)-2-(pyridin-3-yl)acetamide NC1=NC=CC=C1C1=NC=2C(=NC(=CC2)N2N=CC=C2)N1C=1C=C2CC[C@@H](C2=CC1)NC(CC=1C=NC=CC1)=O